CN1C=NC=C1C=1C=CC(=NC1)C[N+]1=NOC(=C1)[N-]C(NC1=CC(=CC(=C1)C(F)(F)F)NC(CC1=CC=CC=C1)=O)=O (3-((5-(1-Methyl-1H-imidazol-5-yl)pyridin-2-yl)methyl)-1,2,3-oxadiazol-3-ium-5-yl)((3-(2-phenylacetamido)-5-(trifluoromethyl)-phenyl)carbamoyl)amide